1,5-dimethyl-naphthalenedisulfonate CC1(C(C=CC2=C(C=CC=C12)C)S(=O)(=O)[O-])S(=O)(=O)[O-]